FC1=C2C(C=C(NC2=CC(=C1)F)C1=CC(=NC=C1S(=O)(=O)C)C#N)=O 4-(5,7-difluoro-4-oxo-1,4-dihydroquinolin-2-yl)-5-(methylsulfonyl)picolinonitrile